N1(C=CC=C1)C1=CC=C(C=C1)B(O)O [4-(1H-pyrrol-1-yl)phenyl]boronic acid